CN(C(C=C)=O)C=1C=C2C=CN(C2=CC1)CC1=CC(=CC=C1)C(F)(F)F N-methyl-N-(1-(3-(trifluoromethyl)benzyl)-1H-indol-5-yl)acrylamide